5-amino-1-(3-bicyclo[3.1.0]hexyl)-3-[4-[[(2-methoxybenzoyl)amino]methyl]phenyl]pyrazole-4-carboxamide NC1=C(C(=NN1C1CC2CC2C1)C1=CC=C(C=C1)CNC(C1=C(C=CC=C1)OC)=O)C(=O)N